4-methoxy-1-(pyridin-3-ylsulfonyl)-5-(2,4,6-trifluorophenyl)-1H-pyrrole-3-carbaldehyde COC=1C(=CN(C1C1=C(C=C(C=C1F)F)F)S(=O)(=O)C=1C=NC=CC1)C=O